N'-(2-chloro-4-(1-((3-chloro-4-fluorobenzyl)oxy)cyclobutyl)-5-methylphenyl)-N-ethyl-N-methylformimidamide ClC1=C(C=C(C(=C1)C1(CCC1)OCC1=CC(=C(C=C1)F)Cl)C)N=CN(C)CC